C(C1=CC=CC=C1)OC(=O)N1CCC(=C[C@H]1C1=CC=C(C=C1)C(=O)OC)C1=NC=C(C=C1)C (S)-6'-(4-(methoxycarbonyl)phenyl)-5-methyl-3',6'-dihydro-[2,4'-bipyridyl]-1'(2'H)-carboxylic acid benzyl ester